3-cyano-4-((3,3-difluorocyclohexyl)amino)-N-methylbenzenesulfonamide C(#N)C=1C=C(C=CC1NC1CC(CCC1)(F)F)S(=O)(=O)NC